(3-(2-chloro-4-methylphenoxy)azetidin-1-yl)(6-(3-cyclopropyl-1H-1,2,4-triazol-1-yl)-2-azaspiro[3.3]heptan-2-yl)methanone ClC1=C(OC2CN(C2)C(=O)N2CC3(C2)CC(C3)N3N=C(N=C3)C3CC3)C=CC(=C1)C